(1-methylpyrazol-4-yl)sulfonyl-2-[(4S)-2,2,4-trimethylpyrrolidin-1-yl]pyridine-3-carboxamide CN1N=CC(=C1)S(=O)(=O)C1=C(C(=NC=C1)N1C(C[C@@H](C1)C)(C)C)C(=O)N